8-Oxa-2-aza-spiro[4.5]decane-2-carboxylic acid (7-phenyl-thiazolo[4,5-c]pyridin-2-yl)-amide C1(=CC=CC=C1)C=1C2=C(C=NC1)N=C(S2)NC(=O)N2CC1(CC2)CCOCC1